OCC1CCC2(C1)CCN(CC2)C2=CC=C1CN(C(C1=C2)=O)C2C(NC(CC2)=O)=O 3-[6-[3-(hydroxymethyl)-8-azaspiro[4.5]decan-8-yl]-1-oxo-isoindolin-2-yl]piperidine-2,6-dione